1,3-di(4-methoxy-2,6-dimethylphenyl)-4,5-dimethylimidazole COC1=CC(=C(C(=C1)C)N1CN(C(=C1C)C)C1=C(C=C(C=C1C)OC)C)C